1,1,1-trimethyl-N-(trimethylsilyl)-silaneamine C[Si](N[Si](C)(C)C)(C)C